1-phenyl-10H-benzo[b]indeno[2,1-d]thiophen-10-one C1(=CC=CC=C1)C1=C2C(C=3C4=C(SC3C2=CC=C1)C=CC=C4)=O